CC(C=C)(CCC=C(CCC=C(C)C)C)OC(C)=O (Z)-acetic acid 3,7,11-trimethyldodec-1,6,10-trien-3-yl ester